N12CCN(C(CC1)CC2)C2=CC1=C(OC[C@@H](C(N1C)=O)NC(=O)C1=NOC(=C1)CC1=CC=CC=C1)C=C2 (S)-N-(7-(1,4-diazabicyclo[3.2.2]non-4-yl)-5-methyl-4-oxo-2,3,4,5-tetrahydrobenzo[b][1,4]oxazepin-3-yl)-5-benzylisoxazole-3-carboxamide